C(C1=CC=CC=C1)OCCS(=O)(=O)N1CCN(CC1)C1=NC=2N(C=C1)N=C(C2N(C=2SC(=C(N2)C2=CC=C(C=C2)F)C#N)C)CC 2-((5-(4-(2-(benzyloxy)ethylsulfonyl)piperazin-1-yl)-2-ethylpyrazolo[1,5-a]pyrimidin-3-yl)(methyl)amino)-4-(4-fluorophenyl)thiazole-5-carbonitrile